C(C)(C)OC(=O)C=1C(=NC(=NC1)Cl)C1=C2C=CN(C2=CC=C1)C 2-chloro-4-(1-methyl-1H-indol-4-yl)pyrimidine-5-carboxylic acid isopropyl ester